ClC=1C=CC(=NC1)COC1=NN=C(S1)NC(=O)C1=CN=CN1C1=NC=CC=C1 N-(5-((5-chloropyridin-2-yl)methoxy)-1,3,4-thiadiazol-2-yl)-1-(pyridin-2-yl)-1H-imidazole-5-carboxamide